Imino-Methyl Benzenesulfonate C1(=CC=CC=C1)S(=O)(=O)OC=N